FC(C1=CC=CC(=N1)NC1(NNC=C1C(=O)N)C1=CC(=C(C=C1)NS(=O)(=O)CC(F)(F)F)OCC1=CC=C(C=C1)F)F 3-((6-(difluoromethyl)pyridin-2-yl)amino)-3-(3-((4-fluorobenzyl)oxy)-4-((2,2,2-trifluoroethyl)sulfonamido)phenyl)-1H-pyrazole-4-carboxamide